O=C1N(CCOC1)[C@@H]1C(=NN(C1)C(=O)N[C@H](C)C=1C=NC(=NC1)C(F)(F)F)C1=CC=C(C=C1)Cl (S)-4-(3-oxomorpholin-4-yl)-3-(4-chlorophenyl)-N-((R)-1-(2-(trifluoromethyl)pyrimidin-5-yl)ethyl)-4,5-dihydro-1H-pyrazol-1-carboxamide